4-((9-ethyl-7,7-difluoro-5-methyl-6-oxo-6,7,8,9-tetrahydro-5H-pyrimido[4,5-b][1,4]diazepin-2-yl)amino)-3-methoxybenzamide C(C)N1C2=C(N(C(C(C1)(F)F)=O)C)C=NC(=N2)NC2=C(C=C(C(=O)N)C=C2)OC